FC1(C[C@H]([C@H](N(C1)C(=O)C1=NN(C=C1C1=NC=C(C=N1)F)C)CNC1=NC=C(C=N1)C(F)(F)F)C)F ((2S,3R)-5,5-Difluoro-3-methyl-2-(((5-(trifluoromethyl)-pyrimidin-2-yl)amino)methyl)piperidin-1-yl)(4-(5-fluoro-pyrimidin-2-yl)-1-methyl-1H-pyrazol-3-yl)methanon